ClC1=C(N=C(C=2C(N3[C@@H](COC21)CN(CC3)C(=O)OC(C)(C)C)=O)N3[C@H](COCC3)C)C3=C(C=CC=C3O)F tert-Butyl (6aR)-4-chloro-3-(2-fluoro-6-hydroxyphenyl)-1-((S)-3-methylmorpholino)-12-oxo-6a,7,9,10-tetrahydro-12H-pyrazino[2,1-c]pyrido[3,4-f][1,4]oxazepine-8(6H)-carboxylate